sulfonyl-2-methyl-aniline S(=O)(=O)=NC1=C(C=CC=C1)C